ClC1=CC=C(C(=N1)C=O)N1CCC(CC1)O 6-chloro-3-(4-hydroxypiperidin-1-yl)pyridinecarboxaldehyde